N1=C(C=CC2=CC=CN=C12)/C=C/C=1C=C(NC1)C(=O)OCC Ethyl (E)-4-(2-(1,8-naphthyridin-2-yl)vinyl)-1H-pyrrole-2-carboxylate